N=1C=NN2C=NC(=CC21)OC2=C(C=C(C=C2)NC2=NC=NC1=CC=C(C=C21)OC2CC1CCC(C2)N1C(C=C)=O)C 1-(3-((4-((4-([1,2,4]Triazolo[1,5-c]pyrimidin-7-yloxy)-3-methyl-phenyl)amino)quinazolin-6-yl)-oxy)-8-azabicyclo[3.2.1]octan-8-yl)prop-2-en-1-one